potassium zinc-iron chloride [Fe](Cl)Cl.[Zn].[K]